CC(C)(C)[S@@](=O)N[C@H](C)C=1C=NC=CC1 (R)-2-methyl-N-((R)-1-(pyridin-3-yl)ethyl)propane-2-sulfinamide